5-(benzyloxy)-2-methylbenzofuran-3-carbonyl chloride C(C1=CC=CC=C1)OC=1C=CC2=C(C(=C(O2)C)C(=O)Cl)C1